BrC1=NC(=CC(=C1)C)C1(CSCC1)OC 2-Bromo-6-(3-methoxytetrahydrothiophen-3-yl)-4-methylpyridine